O=C1NC(C2=C3C(C=CC=C13)=CC=C2)=O 1,3-Dioxo-1H,3H-benzo[de]isoquinolin